(3S)-3-[(2S)-1-(tert-butoxy)-1-oxo-3-[3-(prop-2-en-1-yl)phenyl]prop-2-yl]pyrrolidine-1-carboxylic acid tert-butyl ester C(C)(C)(C)OC(=O)N1C[C@@H](CC1)[C@@H](C(=O)OC(C)(C)C)CC1=CC(=CC=C1)CC=C